NC1=NC=CC=C1C1=NC=2C(=NC(=CC2)Br)N1C1=CC=C(C(=O)[O-])C=C1 4-(2-(2-Aminopyridin-3-yl)-5-bromo-3H-imidazo[4,5-b]pyridin-3-yl)benzoate